Cl.C1(CC1)C1=NOC(=C1)CCN 2-(3-Cyclopropylisoxazol-5-yl)ethan-1-amine hydrochloride